NCCOCCNC(C1=C(C=C(C=C1)NC=1C=2N(C=CN1)C(=CN2)C=2C(=NN(C2)CC2C(C2)(F)F)C(F)(F)F)CC)=O N-[2-(2-aminoethoxy)ethyl]-4-[[3-[1-[(2,2-difluorocyclopropyl)methyl]-3-(trifluoromethyl)pyrazol-4-yl]imidazo[1,2-a]pyrazin-8-yl]amino]-2-ethylbenzamide